5-bromo-2,3-indoledione BrC=1C=C2C(C(NC2=CC1)=O)=O